C(C)(C)(C)OC(=O)N1CC(CCC1)CC1=C2C(=C(N=N1)O)C=NC=C2 3-((4-Hydroxypyrido[3,4-d]pyridazin-1-yl)methyl)piperidine-1-carboxylic acid tert-butyl ester